Decane-8-carboxylic acid tert-butyl ester C(C)(C)(C)OC(=O)C(CCCCCCC)CC